C[C@]1(OCC2=C1N=C(N=C2)C(=O)N[C@H]2COC1=C(N(C2=O)C)C=CC=C1)CC(F)(F)F |r| rac-(7S)-7-methyl-N-[rac-(3S)-5-methyl-4-oxo-2,3-dihydro-1,5-benzoxazepin-3-yl]-7-(2,2,2-trifluoroethyl)-5H-furo[3,4-d]pyrimidine-2-carboxamide